2-(3-aminotetrahydro-2H-pyran-2-yl)-N-benzyl-3-bromo-5-chlorothieno[3,2-b]pyridin-7-amine trifluoroacetate FC(C(=O)O)(F)F.NC1C(OCCC1)C1=C(C2=NC(=CC(=C2S1)NCC1=CC=CC=C1)Cl)Br